2-ethyl-1,1,3,3-tetramethylguanidine C(C)N=C(N(C)C)N(C)C